ClC1=NC2=CC(=C(C=C2C(=N1)NCC=1SC=CC1)OC)OC 2-chloro-6,7-dimethoxy-N-(thiophen-2-ylmethyl)quinazolin-4-amine